O1CCN(CC1)C1=C2C(=NC(=C1)N1N=C(C=C1)C=1C=C(C=CC1)C)C=C(O2)C(C=CC2CCOCC2)=O 1-(7-morpholino-5-(3-(m-tolyl)-1H-pyrazol-1-yl)furo[3,2-b]pyridin-2-yl)-3-(tetrahydro-2H-pyran-4-yl)prop-2-en-1-one